7-bromo-6-nitro-1H-quinoxalin-2-one BrC1=C(C=C2N=CC(NC2=C1)=O)[N+](=O)[O-]